BrC1=CC=CC(=N1)NC1CCN(CC1)C(=O)OC(C)(C)C tert-butyl 4-((6-bromopyridin-2-yl)amino)piperidine-1-carboxylate